BrC1=CC=C2C(C(CO2)C)=C1O 5-bromo-3-methyl-2,3-dihydrobenzofuran-4-ol